C1(=CC=CC=C1)C1=NC(=C2N=CNC2=N1)N Phenyl-9H-purin-6-amine